N,N-dimethyldifluoroacetamide CN(C(C(F)F)=O)C